CC1=C2C(C=CC(C2=CC=C1C)=O)=O 5,6-dimethyl-1,4-naphthoquinone